C1(=CC=CC=C1)C=1C=C(C=NC1)\C=C/1\C(NC(S1)=O)=O (Z)-5-((5-phenylpyridin-3-yl)methylene)thiazolidine-2,4-dione